(1-piperidinyl)pyrazolo[1,5-a]pyrimidine-3-carboxylic acid ethyl ester C(C)OC(=O)C=1C(=NN2C1N=CC=C2)N2CCCCC2